2-(p-tolyl)isoindoline-1-one benzyl-4-(1-(4-amino-2-ethyl-5-methoxyphenyl)piperidin-4-yl)piperazine-1-carboxylate C(C1=CC=CC=C1)OC(=O)N1CCN(CC1)C1CCN(CC1)C1=C(C=C(C(=C1)OC)N)CC.C1(=CC=C(C=C1)N1C(C2=CC=CC=C2C1)=O)C